O=C1NC(CCC1N1C(C2=CC=CC(=C2C1)SCC(=O)N1CCN(CC1)C1=CC=C(C(=O)N2CCC(CC2)CCCCNC(\C=C\C=2C=NC=CC2)=O)C=C1)=O)=O (E)-N-(4-(1-(4-(4-(2-((2-(2,6-dioxopiperidin-3-yl)-1-oxoisoindolin-4-yl)thio)acetyl)piperazin-1-yl)benzoyl)piperidin-4-yl)butyl)-3-(pyridin-3-yl)acrylamide